ethyl (2E)-3-(2-bromo-4-methylphenyl)prop-2-enoate BrC1=C(C=CC(=C1)C)/C=C/C(=O)OCC